methyl N-methyl-N-(1-((R)-1-tritylaziridine-2-carbonyl)piperidine-4-carbonyl)-L-valinate CN([C@@H](C(C)C)C(=O)OC)C(=O)C1CCN(CC1)C(=O)C1[N@@](C1)C(C1=CC=CC=C1)(C1=CC=CC=C1)C1=CC=CC=C1